1-[2-(4-butylphenyl)ethynyl]-2,5-difluoro-4-isothiocyanato-benzene C(CCC)C1=CC=C(C=C1)C#CC1=C(C=C(C(=C1)F)N=C=S)F